methyl (S)-2-hydroxy-3-(trityloxy)propanoate O[C@H](C(=O)OC)COC(C1=CC=CC=C1)(C1=CC=CC=C1)C1=CC=CC=C1